FC1=C(OCCOCCOCCOCCNC(COC2=CC=C(C=C2)C2C(NC(CC2)=O)=O)=O)C(=CC=C1F)C=1N=C(SC1)N1CCOCC1 N-(2-(2-(2-(2-(2,3-Difluoro-6-(2-morpholinothiazol-4-yl)phenoxy)ethoxy)ethoxy)ethoxy)ethyl)-2-(4-(2,6-dioxopiperidin-3-yl)phenoxy)acetamide